ClC1=NC=C(C(=C1)N1C[C@H](C[C@H](C1)F)NC(OC(C)(C)C)=O)C=1C=NN(C1)C(C)C tert-butyl N-[(3S,5R)-1-[2-chloro-5-(1-isopropylpyrazol-4-yl)-4-pyridyl]-5-fluoro-3-piperidyl]carbamate